C(C)(=O)OCC1(OCCC1)O[C@H]1O[C@H]([C@H]([C@@H]([C@H]1N=[N+]=[N-])OC(C)=O)OC(C)=O)CN=[N+]=[N-] (2R,3R,4R,5R,6S)-4,5-diacetoxy-3-azido-6-(azidomethyl)tetrahydropyran-2-yl[oxy-tetrahydrofuran-2-yl]methyl acetate